ClC=1C(=NC(=NC1)N[C@H](CO)C)C=1N=C2N(CCN(C2=O)[C@H](C(=O)N[C@H](CO)C2=CC(=CC(=C2)OC)F)C)C1 (S)-2-(2-(5-Chloro-2-(((S)-1-hydroxypropan-2-yl)amino)pyrimidin-4-yl)-8-oxo-5,6-dihydroimidazo[1,2-a]pyrazin-7(8H)-yl)-N-((S)-1-(3-fluoro-5-methoxyphenyl)-2-hydroxyethyl)propanamide